exo-N-[(2,5-difluorophenyl)methyl]-5-fluoro-1a,6b-dihydro-1H-cyclopropa[b][1]benzofuran-1-carboxamide FC1=C(C=C(C=C1)F)CNC(=O)C1C2OC3=C(C21)C=C(C=C3)F